2-(4-(dimethylamino)cyclohexyl)-2,9-dimethyl-2,3,6,7-tetrahydrofuro[3,2-g]isoquinolin-8(5H)-one CN(C1CCC(CC1)C1(CC=2C=C3CCNC(C3=C(C2O1)C)=O)C)C